C1(CCCCCCN1)=O e-enantholactam